C1CC12CCN(CC2)C2=C(C(=O)NC=1C=C3C=CC=NC3=C(C1F)N1CCC(CC1)(F)F)C=CC(=C2)NS(=O)(=O)[C@H](CO)C 2-{6-azaspiro[2.5]octane-6-yl}-N-[8-(4,4-difluoropiperidin-1-yl)-7-fluoroquinoline-6-yl]-4-[(2S)-1-hydroxypropane-2-sulfonylamino]benzamide